N[C@H](C(=O)O)CC1=CC=C(C=C1)C=1C=CC2=C(CCO2)C1 (S)-2-amino-3-(4-(2,3-dihydrobenzofuran-5-yl)phenyl)propanoic acid